C(C)(C)NC1=NC(=CC2=C1N=C(N=C2)NC2CC(C2)N2CCN(CC2)C)C#N 8-(isopropylamino)-2-(((1r,3r)-3-(4-methylpiperazin-1-yl)cyclobutyl)amino)pyrido[3,4-d]pyrimidine-6-carbonitrile